(3s,5s,7s)-adamantan-1-yl-((1r,5s)-adamantan-2-yl)(butyl)phosphine C12(CC3CC(CC(C1)C3)C2)P(CCCC)C2C3CC1CC(CC2C1)C3